C(N)(=O)[C@H]1N2C(N([C@H](C=C1C1CC1)C2)O[C@H](C(=O)[O-])F)=O (2S)-2-(((2S,5R)-2-carbamoyl-3-cyclopropyl-7-oxo-1,6-diazabicyclo[3.2.1]oct-3-en-6-yl) oxy)-2-fluoroacetate